BrC=1C=C(C=C2C=C(NC12)[C@@H]1CN(CCC1)C(CCN1N=NC=C1)=O)C(=O)N1CC=2N(N=CC2C1)C (S)-1-(3-(7-bromo-5-(1-methyl-1,4,5,6-tetrahydropyrrolo[3,4-c]pyrazole-5-carbonyl)-1H-indol-2-yl)piperidin-1-yl)-3-(1H-1,2,3-triazol-1-yl)propan-1-one